N-[3-(6-chloro-1,3-benzothiazol-2-yl)-1-bicyclo[1.1.1]pentanyl]-5-(1-methylsulfonylcyclopropyl)oxazole-2-carboxamide ClC1=CC2=C(N=C(S2)C23CC(C2)(C3)NC(=O)C=3OC(=CN3)C3(CC3)S(=O)(=O)C)C=C1